COC(=O)C1C(CC2(C(CC3=CC=CC=C23)Cl)CC1)=O chloro-3-oxo-2',3'-dihydrospiro[cyclohexane-1,1'-indene]-4-carboxylic acid methyl ester